O[C@@]1(C(N(CC1)C)=O)C1=CC(=NO1)C=1C=C(C=CC1)C=1N=C(N2C1CCCC2)C(=O)N (R)-1-(3-(5-(3-Hydroxy-1-methyl-2-oxopyrrolidin-3-yl)isoxazol-3-yl)phenyl)-5,6,7,8-tetrahydroimidazo[1,5-a]pyridine-3-carboxamide